FC(CCCC=CC#N)(CC(F)(F)F)F 7,7,9,9,9-pentafluoronon-2-enenitrile